(1-(3-(4-Cyanophenyl)-2-(pyridin-4-yl)quinoxalin-6-yl)piperazin-3-yl)carbamic acid tert-butyl ester C(C)(C)(C)OC(NC1CN(CCN1)C=1C=C2N=C(C(=NC2=CC1)C1=CC=NC=C1)C1=CC=C(C=C1)C#N)=O